dicyclopentenyl-oxyethyl(3-ethyl-3-oxetanylmethyl)ether C1(=CCCC1)OC(COCC1(COC1)CC)OC1=CCCC1